alpha-[(9H-fluorene-9-ylmethoxy)carbonyl]-D-lysine hydrochloride Cl.C1=CC=CC=2C3=CC=CC=C3C(C12)COC(=O)[C@@](N)(CCCCN)C(=O)O